CC1=C2CNCC2=CC=C1 4-methyl-2,3-dihydro-1H-isoindole